6-methoxy-2,3-dimethylbenzoic acid COC1=CC=C(C(=C1C(=O)O)C)C